methylbut-2-ynamide CCC#CC(=O)N